2-(difluoromethyl-thio)-5-phenyl-6,7-dihydro-5H-pyrrolo[1,2-b][1,2,4]triazole FC(SC=1N=C2N(N1)C(CC2)C2=CC=CC=C2)F